2-[4-[[[6-[cyclopropyl-[[4-(trifluoromethyl)phenyl]methyl]amino]-5-fluoro-pyrimidin-4-yl]amino]methyl]phenyl]acetamide C1(CC1)N(C1=C(C(=NC=N1)NCC1=CC=C(C=C1)CC(=O)N)F)CC1=CC=C(C=C1)C(F)(F)F